(2R,3R,4R,5S)-4-(4-chloro-2-fluorophenyl)-3-(3,4-dichlorophenyl)-4-cyano-5-neopentylpyrrolidine-2-carboxylic acid tert-butyl ester C(C)(C)(C)OC(=O)[C@@H]1N[C@H]([C@]([C@H]1C1=CC(=C(C=C1)Cl)Cl)(C#N)C1=C(C=C(C=C1)Cl)F)CC(C)(C)C